N[C@H](C(=O)OC(C)(C)C)CCC(=O)OCC1=CC=CC=C1 2-methylpropan-2-yl (2S)-2-amino-5-(benzyloxy)-5-oxopentanoate